tert-butyl 2-(4-(bicyclo[1.1.1]pentane-1-carbonyl)-2-(2-isopropylphenyl)-6-oxopiperazin-1-yl)-7-azaspiro[3.5]nonane-7-carboxylate C12(CC(C1)C2)C(=O)N2CC(N(C(C2)=O)C2CC1(C2)CCN(CC1)C(=O)OC(C)(C)C)C1=C(C=CC=C1)C(C)C